O1C(=NC2=C1C=CC=C2)C2=NC(=NC(=C2OC)O)N2[C@@H](C1=CC(=CC=C1CC2)C(=O)N(C)C)C2=CC=CC=C2 (1R)-2-[4-(1,3-benzoxazol-2-yl)-6-hydroxy-5-methoxypyrimidin-2-yl]-N,N-dimethyl-1-phenyl-3,4-dihydro-1H-isoquinoline-7-carboxamide